(S)-3-(1-(tert-Butoxycarbonyl)-1H-indazol-3-yl)-2-((tertbutoxycarbonyl)amino)propanoic acid C(C)(C)(C)OC(=O)N1N=C(C2=CC=CC=C12)C[C@@H](C(=O)O)NC(=O)OC(C)(C)C